C1(CCC1)CN(CC=1C=C(C2=C(N=C(O2)C2=CC(=CC=C2)C2(CC(C2)C)C2=NN=CN2C)C1)C(F)(F)F)C 1-Cyclobutyl-N-methyl-N-((2-(3-((1s,3s)-3-methyl-1-(4-methyl-4H-1,2,4-triazol-3-yl)cyclobutyl)phenyl)-7-(trifluoromethyl)benzo[d]oxazol-5-yl)methyl)methanamine